O1NOCC2C1C1=CC=CC=C1C2 4,4A,5,9B-tetrahydroindeno[1,2-D]-1,3-dioxazine